O=C([C@H](O)[C@H](O)CO)[O-] Erythronat